IC1=CC=C(C=C1)N(C1=CC=CC=C1)C1(CC=CC=C1)C1=CC=CC=C1 N-(4-iodophenyl)-N-(biphenyl-1-yl)aniline